2-[[(2S)-2-(1,4-Dihydro-2,4-dioxo-3(2H)-quinazolinyl)-3-methyl-1-oxobutyl]amino]-4-methyl-5-thiazolecarboxylic acid 2-acetylhydrazide C(C)(=O)NNC(=O)C1=C(N=C(S1)NC([C@H](C(C)C)N1C(NC2=CC=CC=C2C1=O)=O)=O)C